Diethyleneglycol ethyl ether (2-cyanoethyl)-(N,N-diisopropyl)-phosphoramidite C(#N)CCP(OCCOCCOCC)([O-])N(C(C)C)C(C)C